3-pent-4-ynoxypropan-1-amine C(CCC#C)OCCCN